NC1=NC(=NC=2N1N=C(N2)C=2OC=CC2)N(C(OCCCCCC)=O)CCCC2=CC=C(C=C2)NS(=O)(=O)C2=CC(=C(C(=C2)Cl)O)C(N)=O Hexyl (7-amino-2-(furan-2-yl)-[1,2,4]triazolo[1,5-a][1,3,5]triazin-5-yl)(3-(4-((3-carbamoyl-5-chloro-4-hydroxyphenyl)sulfonamido)phenyl)propyl)carbamate